trimethylsilylmethyl propionate C(CC)(=O)OC[Si](C)(C)C